5-(4-((R)-2-((tert-Butyldimethylsilyl)oxy)propoxy)-6-((S)-3-methoxytetrahydrofuran-3-yl)pyridine-2-yl)-7-methylpyrrolo[1,2-c]pyrimidin-3-amine [Si](C)(C)(C(C)(C)C)O[C@@H](COC1=CC(=NC(=C1)[C@@]1(COCC1)OC)C=1C=C(N2C=NC(=CC21)N)C)C